aminomagnesium lithium hydride [H-].[Li+].N[Mg+].[H-]